3-chloro-5-(1-(2-fluorophenyl)ethyl)-4H-benzo[e][1,2,4]thiadiazine 1,1-dioxide ClC1=NS(C2=C(N1)C(=CC=C2)C(C)C2=C(C=CC=C2)F)(=O)=O